Cl.FC=1C(=NC=C(C1)C(F)(F)F)OCCN 2-((3-fluoro-5-(trifluoromethyl)pyridin-2-yl)oxy)ethylamine hydrochloride